C(CCCCCC(C)(C)C)(=O)OC(C)(C)CCC t-hexyl neodecanoate